dioxygen dihydroxylamine NO.NO.[O].[O]